FC(CN1N=CC=2C1=CN=C(C2)C(=O)[2H])(F)F 1-(2,2,2-trifluoroethyl)-1H-pyrazolo[3,4-c]pyridine-5-carbaldehyde-d